7-bromo-5-fluoro-2-(((tetrahydro-2H-pyran-4-yl)thio)methyl)-3-((2-(trimethylsilyl)ethoxy)methyl)quinazolin-4(3H)-one BrC1=CC(=C2C(N(C(=NC2=C1)CSC1CCOCC1)COCC[Si](C)(C)C)=O)F